3-Bromo-5-[3-(1H-imidazol-4-yl)imidazo[1,2-a]pyrimidin-2-yl]-1H-1,2,4-triazole, trifluoroacetate salt FC(C(=O)O)(F)F.BrC1=NNC(=N1)C=1N=C2N(C=CC=N2)C1C=1N=CNC1